N[C@@]1(C[C@H](CCCC1)C)C(=O)O trans-1-amino-3-methylcycloheptanecarboxylic acid